CN1C=CC=C1 1-methyl-pyrrol